2-(4-chloro-2-methylphenyl)-6-(1-methylpiperidin-3-yl)-2,5-dihydro-4H-pyrazolo[3,4-d]pyrimidin-4-one ClC1=CC(=C(C=C1)N1N=C2N=C(NC(C2=C1)=O)C1CN(CCC1)C)C